C1(=C(C=CC=C1)C=1OC=C2C1C=CN=C2)C=2OC=C1C2C=CN=C1 phenylene-2,6-benzobisoxazole